4-[6-(4-cyanopiperidin-1-yl)pyridin-3-yl]-3-cyclobutyl-N-(methanesulfonyl)-1-phenyl-1H-pyrazolo[3,4-b]pyridine-6-carboxamide C(#N)C1CCN(CC1)C1=CC=C(C=N1)C1=C2C(=NC(=C1)C(=O)NS(=O)(=O)C)N(N=C2C2CCC2)C2=CC=CC=C2